NC1=C(C=C(C=N1)C=1C=C2N(N1)CC[C@@]21CN(CC1)C(=O)NC(C)C)C(F)(F)F (3S)-2'-[6-amino-5-(trifluoromethyl)pyridin-3-yl]-N-(propan-2-yl)-5',6'-dihydrospiro[pyrrolidine-3,4'-pyrrolo[1,2-b]pyrazole]-1-carboxamide